cyanobiphenol C(#N)C1=C(C(=CC=C1)O)C=1C(=CC=CC1)O